N-[(1R)-1-[3-(difluoromethyl)-2-fluoro-phenyl]ethyl]-1-[5-(3-methyltriazol-4-yl)-3-pyridyl]-6-oxo-pyridazine-3-carboxamide FC(C=1C(=C(C=CC1)[C@@H](C)NC(=O)C1=NN(C(C=C1)=O)C=1C=NC=C(C1)C=1N(N=NC1)C)F)F